OC1=C2C[C@@H]([C@H](OC2=CC(=C1)O)C1=CC(=C(C(=C1)O)O)O)OC(C1=CC(=C(C(=C1)O)O)O)=O.ClC1=C(C=C(C=N1)C1=C(C=C(C=C1)NC(CC1=C(C=CC=C1)Cl)=O)S(N)(=O)=O)C N-[4-(6-chloro-5-methylpyridin-3-yl)-3-sulfamoylphenyl]-2-(2-chlorophenyl)acetamide (2R,3S)-5,7-dihydroxy-2-(3,4,5-trihydroxyphenyl)chroman-3-yl-3,4,5-trihydroxybenzoate